ClS1C[C@H](CN2C(N=C(C3=CC(=CC1=C23)C(F)(F)F)N2C[C@@H](N([C@@H](C2)C)C(=O)OC(C)(C)C)C)=O)C2CC2 tert-butyl (2S,6R)-4-((S)-l-1-chloro-3-cyclopropyl-6-oxo-10-(trifluoromethyl)-3,4-dihydro-2H,6H-[1,4]thiazepino[2,3,4-ij]quinazolin-8-yl)-2,6-dimethylpiperazine-1-carboxylate